tin bismuth oxide [Bi]=O.[Sn]